C(C)(=O)C1=CC=C(C=C1)NC1=NC=CC2=C(C(=CC=C12)C)NC(=O)C=1C=CC=C2C(=NC=NC12)N N-(1-((4-Acetylphenyl)amino)-6-methylisoquinolin-5-yl)-4-aminoquinazoline-8-carboxamide